1-((4,4-bis(((Z)-oct-5-en-1-yl)oxy)butanoyl)oxy)-9-(((9Z,12Z)-octadeca-9,12-dienoyl)oxy)nonan-5-yl 1,3-dimethylpyrrolidine-3-carboxylate CN1CC(CC1)(C(=O)OC(CCCCOC(CCC(OCCCC\C=C/CC)OCCCC\C=C/CC)=O)CCCCOC(CCCCCCC\C=C/C\C=C/CCCCC)=O)C